2-(6-methyl-4-(trifluoromethyl)pyridin-2-yl)-3-oxooctane CC1=CC(=CC(=N1)C(C)C(CCCCC)=O)C(F)(F)F